1-pyrrolidinoethan-2-ol N1(CCCC1)CCO